CC1(CC2=C(C(O1)(C)C)SC=C2C(=O)N)C 5,5,7,7-tetramethyl-4H-thieno[2,3-c]pyran-3-carboxamide